5-methyl-1,2,4-oxadiazole-3-carboxamide CC1=NC(=NO1)C(=O)N